N'-((3,5-dimethyl-1,2,3,5,6,7-hexahydrodicyclopenta[b,e]pyridin-8-yl)carbamoyl)-4-(2-hydroxypropan-2-yl)thiophene-2-sulfonimidamide CC1CCC=2C1=NC1=C(C2NC(=O)N=S(=O)(N)C=2SC=C(C2)C(C)(C)O)CCC1C